Cl.N1CCC(CC1)CC1=CC=C(C=C1)C[O-] 4-(piperidin-4-ylmethyl)phenyl-methoxide hydrochloride